BrC=1C(C=CC(C1)(N)C)=C1C(=CC(N)(C=C1)C)Br 2,2'-dibromo-4,4'-dimethylbenzidine